dichlorophenyl-dioxolan ClC1C(OC(O1)C1=CC=CC=C1)Cl